4-(2-acryloyl-2,6-diazaspiro[3.4]octan-6-yl)-6-(5-methyl-1H-indazol-4-yl)-2-morpholinopyrimidine-5-carbonitrile C(C=C)(=O)N1CC2(C1)CN(CC2)C2=NC(=NC(=C2C#N)C2=C1C=NNC1=CC=C2C)N2CCOCC2